FC(OC1=CC(=NN1)NC1=CN=CC(=N1)O[C@H]1C[C@@H](N(CC1)C(=O)OC(C)(C)C)C(C)C)F tert-butyl (2R,4R)-4-((6-((5-(difluoromethoxy)-1H-pyrazol-3-yl)amino)pyrazin-2-yl)oxy)-2-isopropylpiperidine-1-carboxylate